CS(=O)(=O)C=1C=CC(=NC1)N 5-methylsulfonylpyridin-2-amine